tert-butyl 7-(7-{[4-(4-hydroxy-1-methylpiperidin-4-yl)phenyl]amino}-1,2,3,4-tetrahydro-2,6-naphthyridin-2-yl)-8-methyl-1H,2H,3H-pyrido[2,3-b][1,4]oxazine-1-carboxylate OC1(CCN(CC1)C)C1=CC=C(C=C1)NC1=NC=C2CCN(CC2=C1)C1=C(C2=C(OCCN2C(=O)OC(C)(C)C)N=C1)C